O[C@@H]1CC[C@H](CC1)NC1=NC(=NC=C1C=1C=NC=NC1)NC1=CC=C(C=C1)NC(C(=O)[O-])CCCCCC=O ((4-((4-(((trans)-4-hydroxycyclohexyl) amino)-[5,5'-bipyrimidin]-2-yl) amino) phenyl) amino)-8-oxooctanoate